4-[[(1S)-2-(azetidin-1-yl)-1-[4-chloro-3-(trifluoromethyl)phenyl]ethyl]amino]quinazoline-8-carboxamide N1(CCC1)C[C@H](C1=CC(=C(C=C1)Cl)C(F)(F)F)NC1=NC=NC2=C(C=CC=C12)C(=O)N